F\C(=C/C1=CC=C(C(=C1N1CC2(CCC1)CCN(CC2)C(=O)OC(C)(C)C)C(F)(F)F)OC2=C(C=CC=C2)F)\B2OC(C(O2)(C)C)(C)C tert-butyl (Z)-2-(6-(2-fluoro-2-(4,4,5,5-tetramethyl-1,3,2-dioxaborolan-2-yl)vinyl)-3-(2-fluorophenoxy)-2-(trifluoromethyl)phenyl)-2,9-diazaspiro[5.5]undecane-9-carboxylate